N-3-hydroxypropyl-N-methyl-propionamide peracetate C(C)(=O)OO.OCCCN(C(CC)=O)C